C1(=CC=CC=C1)[B-](C1=CC=CC=C1)(C1=CC=CC=C1)C1=CC=CC=C1.C1(CCCCC1)[PH+](C1=CC(=CC(=C1)OC(F)(F)F)OC(F)(F)F)C1CCCCC1 dicyclohexyl-(3,5-di-(trifluoromethoxy)phenyl)phosphonium tetraphenylborate